benzyl (2-((2-((((9H-fluoren-9-yl) methoxy) carbonyl) amino)-acetamido) methoxy) acetyl)-L-alaninate C1=CC=CC=2C3=CC=CC=C3C(C12)COC(=O)NCC(=O)NCOCC(=O)N[C@@H](C)C(=O)OCC1=CC=CC=C1